3,14,17-trioxa-1-phenyl-2,7,10-trioxa-4,13,18-triazacyclotetracosan C1(=CC=CC=C1)C1OONCCOCCOCCNOCCONCCCCCC1